CN1C[C@H]([C@@H](CC1)CC1=C2C=CNC2=C(C=C1)C)C1=CC=C(C(=O)O)C=C1 4-((3R,4R)-1-methyl-4-((7-methyl-1H-indol-4-yl)methyl)piperidin-3-yl)benzoic acid